3,4-dihydro-1H-1,8-phenanthroline-2-one N1C(CCC2=CC=C3C=NC=CC3=C12)=O